ON1C(C(CCC1)[P@@]1(OCC2=C(O1)C=CC=C2)=O)=O 1-hydroxy-3-((S)-2-oxido-4H-benzo[d][1,3,2]dioxaphosphinin-2-yl)piperidin-2-one